sulfur calcium salt [Ca].[S]